C1(CC1)COC1=CC(=CC(=N1)N1CC2(C=3C=NC(=CC31)NC(C)=O)CC2)C N-(1'-(6-(cyclopropylmethoxy)-4-methylpyridin-2-yl)-1',2'-dihydrospiro[cyclopropane-1,3'-pyrrolo[3,2-c]pyridin]-6'-yl)acetamide